(E or Z)-3-(4-hydroxy-3-methoxybenzylidene)-7-methoxybenzofuran OC1=C(C=C(C=C2COC3=C2C=CC=C3OC)C=C1)OC